2-fluoroacetate FCC(=O)[O-]